4-methyl-pentanoic acid CC(CCC(=O)O)C